Tert-butyl N-[6-tert-butyl-10-chloro-9-(3-methoxypropoxy)-2-oxo-6H,7H-pyrido[2,1-a]isoquinolin-3-yl]carbamate C(C)(C)(C)C1N2C(C3=CC(=C(C=C3C1)OCCCOC)Cl)=CC(C(=C2)NC(OC(C)(C)C)=O)=O